(1r,3r)-3-(5-bromopyrimidin-2-yl)-3-hydroxy-1-methylcyclobutane-1-carbonitrile BrC=1C=NC(=NC1)C1(CC(C1)(C#N)C)O